4-(3,8-diazabicyclo[3.2.1]oct-3-yl)-2-(1-methyl-1H-pyrazol-4-yl)-1-tosyl-1H-pyrrolo[2,3-b]pyridine hydrochloride Cl.C12CN(CC(CC1)N2)C2=C1C(=NC=C2)N(C(=C1)C=1C=NN(C1)C)S(=O)(=O)C1=CC=C(C)C=C1